BrC1=NC(=CC2=C1OCC(O2)COC)SC 5-bromo-2-(methoxymethyl)-7-(methylthio)-2,3-dihydro-[1,4]dioxino[2,3-c]pyridine